(S)-2,4-Dimethyl-9-(4-(trifluoromethoxy)benzyl)-1-oxa-4,9-diazaspiro[5.5]undecan-3-on C[C@@H]1OC2(CN(C1=O)C)CCN(CC2)CC2=CC=C(C=C2)OC(F)(F)F